(S)-8,8-Dimethyl-2-oxo-7,8-dihydro-2H,6H-pyrano[3,2-g]chromen-7-yl (E)-3-(4-hydroxy-3-methoxyphenyl)acrylat OC1=C(C=C(C=C1)/C=C/C(=O)O[C@H]1CC=2C=C3C=CC(OC3=CC2OC1(C)C)=O)OC